rac-(1s,6r)-norcarane-7-carbaldehyde [C@H]12CCCC[C@H]1C2C=O |r|